potassium platinum(IV) chloride [Pt](Cl)(Cl)(Cl)Cl.[K]